tert-Butyl 6-(2-methoxyethyl)quinoline-4-carboxylate COCCC=1C=C2C(=CC=NC2=CC1)C(=O)OC(C)(C)C